NC(COC=1C=CC(=C(C(=O)NC2(CC2)C2=CC(=CC3=CC=CC=C23)C2=CC=CC=C2)C1)C)C 5-(2-Aminopropoxy)-2-methyl-N-(1-(3-phenylnaphthalen-1-yl)cyclopropyl)benzamide